FC1([C@H](C1)CN1C(N=C(C=C1)NC1=NC=C(C(=C1)NC1=C(C(=CC=C1)C1=NN(C=N1)C)OC)C(CC)=O)=O)F |r| racemic-1-((2,2-difluorocyclopropyl)methyl)-4-((4-((2-methoxy-3-(1-methyl-1H-1,2,4-triazol-3-yl)phenyl)amino)-5-propionylpyridin-2-yl)amino)pyrimidin-2(1H)-one